ClC1=CC=2C(C3=CC(=CC=C3SC2C=C1)C(F)(F)F)=O 2-chloro-7-trifluoromethyl-thioxanthone